1,2,3-Trielaidoyl-Glycerol C(CCCCCCC\C=C\CCCCCCCC)(=O)OCC(OC(CCCCCCC\C=C\CCCCCCCC)=O)COC(CCCCCCC\C=C\CCCCCCCC)=O